C(#N)C1=CC(=C(C=C1)C1(CC1)OC1=CC=CC(=N1)C1CCN(CC1)CC1=NC2=C(N1C[C@H]1OCC1)C=C(C=C2)C(=O)O)F (S)-2-((4-(6-(1-(4-Cyano-2-fluorophenyl)cyclopropoxy)pyridin-2-yl)piperidin-1-yl)methyl)-1-(oxetane-2-ylmethyl)-1H-benzo[d]imidazole-6-carboxylic acid